7β-acetoxy-8,13-epoxy-1α,6β,9α-trihydroxylabd-14-en-11-one CC(=O)O[C@H]1[C@H]([C@@H]2[C@]([C@H](CCC2(C)C)O)([C@@]3([C@@]1(O[C@@](CC3=O)(C)C=C)C)O)C)O